(Z)-4-((3-cyclopropyl-4-oxothiazolidin-2-ylidene)amino)benzenesulphonamide C1(CC1)N1/C(/SCC1=O)=N/C1=CC=C(C=C1)S(=O)(=O)N